CCC1=CC[C@H]2[C@@H]3CC=C4CCCC[C@]4(C)[C@H]3CC[C@]12C pregna-5,16-diene